BrC=1C=C2C(=NC(=NC2=CC1)NN)N(C1=CC=CC=C1)C 6-bromo-2-hydrazinyl-N-methyl-N-Phenylquinazolin-4-amine